4,7,13,16-tetraoxa-1,10-diazacyclooctadec-5,14-diene N1CCOC=COCCNCCOC=COCC1